ClC=1C=C(C(=C(C1)O)C=1N=NC(=CC1)N1[C@H]2[C@@H](OCC1)CCN(C2)CC)C |r| 5-chloro-3-methyl-2-[6-[rac-(4aR,8aS)-6-ethyl-3,4a,5,7,8,8a-hexahydro-2H-pyrido[4,3-b][1,4]oxazin-4-yl]pyridazin-3-yl]phenol